2-((6-((5-chloro-2-((3R,5S)-3,5-dimethylpiperidin-1-yl)pyrimidin-4-yl)amino)-1-methyl-2-oxo-1,2-dihydroquinolin-3-yl)oxy)-N-(methyl-d3)acetamide-2,2-d2 ClC=1C(=NC(=NC1)N1C[C@@H](C[C@@H](C1)C)C)NC=1C=C2C=C(C(N(C2=CC1)C)=O)OC(C(=O)NC([2H])([2H])[2H])([2H])[2H]